ethyl 4-(3-azabicyclo[3.1.0]hexan-2-yl)benzoate C12C(NCC2C1)C1=CC=C(C(=O)OCC)C=C1